(R or S)-2-((2,4-dimethoxybenzyl)amino)-7,7,8-trimethyl-7,8-dihydro-5H-pyrano[4,3-b]pyridin-5-one COC1=C(CNC2=CC=C3C(=N2)[C@H](C(OC3=O)(C)C)C)C=CC(=C1)OC |o1:12|